The molecule is a C-nitro compound in which the nitro group is substituted into the 4-position of benzohydrazide. It derives from a benzohydrazide. C1=CC(=CC=C1C(=O)NN)[N+](=O)[O-]